FC1=CC(=CC2=CN(N=C12)C)C1=CN2C(S1)=NC(=C2)C2CCNCC2 7-fluoro-2-methyl-5-[6-(piperidin-4-yl)imidazo[2,1-b][1,3]thiazol-2-yl]indazole